C(=O)C=1C=C(OCC2=CC=C(C(=O)OC3=CC=CC=C3)C=C2)C=CC1 phenyl 4-((3-formylphenoxy)methyl)benzoate